7-[(3R)-3-hydroxypyrrolidin-1-yl]-3-({[(2-methylpyridin-4-yl)methyl][(3S)-piperidin-3-yl]amino}methyl)-1-(prop-2-yl)-1,4-dihydroquinolin-4-one O[C@H]1CN(CC1)C1=CC=C2C(C(=CN(C2=C1)C(C)C)CN([C@@H]1CNCCC1)CC1=CC(=NC=C1)C)=O